FC(C(CC1CCOCC1)=O)F 1,1-difluoro-3-(tetrahydro-2H-pyran-4-yl)propan-2-one